ClC1=C(C(=O)N(C)C)C=CC(=C1)OCC[C@H]1CC12CCN(CC2)C(=O)C2(CCCC2)C2=CC=CC=C2 |o1:15| (R or S)-2-chloro-N,N-dimethyl-4-(2-(6-(1-phenylcyclopentanecarbonyl)-6-azaspiro[2.5]octan-1-yl)ethoxy)benzamide